CC1=C(C(=CC(=C1)C)C)[NH+]1CN(CC1)C1=C(C=C(C=C1C)C)C 1,3-Bis(2,4,6-trimethylphenyl)imidazolinium